2-((tert-butoxycarbonyl) amino)-5-fluorobenzo[d]Thiazol-4-yl triflate O(S(=O)(=O)C(F)(F)F)C1=C(C=CC2=C1N=C(S2)NC(=O)OC(C)(C)C)F